COC(=O)[C@H]1NC(CC1)C=1C=C(C=CC1)C1=CC=CC=C1 (2S)-5-([1,1'-biphenyl]-3-yl)pyrrolidine-2-carboxylic acid methyl ester